2-(2-oxoethyl)benzonitrile O=CCC1=C(C#N)C=CC=C1